((2S,5R)-5-(5-((2,4-dimethoxybenzyl)amino)-7,9-difluoro-[1,2,4]triazolo[1,5-c]quinazolin-2-yl)-2-methylpiperidin-1-yl)(2-(oxetan-3-yl)-2H-1,2,3-triazol-4-yl)methanone COC1=C(CNC2=NC=3C(=CC(=CC3C=3N2N=C(N3)[C@@H]3CC[C@@H](N(C3)C(=O)C3=NN(N=C3)C3COC3)C)F)F)C=CC(=C1)OC